C1(=CC=CC=C1)SC1=CC=C(C=C1)N1C(NC2=C1C=NC=C2)=O 3-(4-(phenylthio)phenyl)-1H-imidazo[4,5-c]pyridin-2(3H)-one